6-(4-((1H-indazol-5-yl)amino)-6-phenoxy-pyrimidin-2-yl)-N-isopropyl-1H-indole-2-carboxamide N1N=CC2=CC(=CC=C12)NC1=NC(=NC(=C1)OC1=CC=CC=C1)C1=CC=C2C=C(NC2=C1)C(=O)NC(C)C